[C@H](C)(CC)N1N=CC=2C1=NC(=NC2NC=2N=CN(C2)C2=CC(=C(C(=C2)OC)OC)OC)C(=C)C (S)-1-(sec-butyl)-6-(prop-1-en-2-yl)-N-(1-(3,4,5-trimethoxyphenyl)-1H-imidazol-4-yl)-1H-pyrazolo[3,4-d]pyrimidin-4-amine